trimethyl-[2-[[2-[2-(trifluoromethyl)phenyl]pyrrolo[3,2-d]pyrimidin-5-yl]methoxy]ethyl]silane C[Si](CCOCN1C=CC=2N=C(N=CC21)C2=C(C=CC=C2)C(F)(F)F)(C)C